CC([C@@H](C(=O)N1[C@@H](C[C@H](C1)O)C(=O)NC)N1N=NC(=C1)CN1C(C=CC=C1)=O)(C)C (2S,4R)-1-[(2S)-3,3-dimethyl-2-[4-[(2-oxo-1-pyridyl)methyl]triazol-1-yl]butanoyl]-4-hydroxy-N-methyl-pyrrolidine-2-carboxamide